COC=1C=C(C=NC1)C(CC(=O)O)N1N=CC=C1CCCC1=NC=2NCCCC2C=C1 3-(5-methoxypyridin-3-yl)-3-(5-(3-(5,6,7,8-tetrahydro-1,8-naphthyridin-2-yl)propyl)-1H-pyrazol-1-yl)propionic acid